4-(3,3-dimethylpiperazin-1-yl)-4-thioxo-butan-2-one CC1(CN(CCN1)C(CC(C)=O)=S)C